ClC1=C(C=CC=C1)S(=O)(=O)NC1=CC=CC2=C(C(=CC=C12)C)OC=1N=NC=CC1C1=NC(=NC=C1)N[C@@H]1CNCCC1 (S)-2-chloro-N-(6-methyl-5-((4-(2-(piperidin-3-ylamino)pyrimidin-4-yl)pyridazin-3-yl)oxy)naphthalen-1-yl)benzenesulfonamide